2-hydroxy-N-(2,3,5,6-tetrafluoro-4-(2-(trifluoromethyl)pyridin-4-yl)phenyl)pyrazolo[1,5-a]Pyridine-3-carboxamide OC1=NN2C(C=CC=C2)=C1C(=O)NC1=C(C(=C(C(=C1F)F)C1=CC(=NC=C1)C(F)(F)F)F)F